2-Ethyl-7-fluoro-2,3,4,5-tetrahydrobenzo[f][1,4]oxazepine C(C)C1OC2=C(CNC1)C=C(C=C2)F